C(C)C=1C(=NN(C1)CC1=CC=C(C=C1)OC)N 4-Ethyl-1-[(4-methoxyphenyl)methyl]pyrazol-3-amine